N1CCC(CC1)OC1CCN(CC1)C(=O)OC(C)(C)C tertbutyl 4-(4-piperidyloxy)piperidine-1-carboxylate